(4R,5S)-4-(2-chloroethyl)-1-((1S)-cyclohex-2-enyl(hydroxy)methyl)-5-methyl-6-oxa-2-azabicyclo[3.2.0]heptane-3,7-dione ClCC[C@H]1C(NC2(C(O[C@@]12C)=O)[C@@H](O)C1C=CCCC1)=O